CN[C@@H](CS)C(=O)O METHYLCYSTEINE